N1C=C(CC2=CC=CN=C12)C(=O)O (l)-1,4-dihydro-1,8-naphthyridine-3-carboxylic acid